1,8-diazabicyclo[5.4.0]undec-7-ene bromide salt [Br-].N12CCCCCC2=NCCC1